C(CC)NC([C@@H](N)C)=O N-propyl-L-alaninamide